6-[5-bromo-2-[4-[6-(cyclopentoxy)-2-pyridyl]triazol-1-yl]phenyl]-6-azaspiro[2.5]octane BrC=1C=CC(=C(C1)N1CCC2(CC2)CC1)N1N=NC(=C1)C1=NC(=CC=C1)OC1CCCC1